Br\C=C\1/CN(CC1)C(=O)OCCCC butyl (3Z)-3-(bromomethylidene)pyrrolidine-1-carboxylate